FC1=C(C(=C(C=C1)[C@H]1[C@H](O[C@H](C1)C(F)(F)F)C(=O)NC1=CC(=NC=C1)C(=O)N)OC)C (2S,3S,5R)-4-[[3-(4-Fluoro-2-methoxy-3-methyl-phenyl)-5-(trifluoromethyl)tetrahydrofuran-2-carbonyl]amino]pyridin-2-carboxamid